FC1=C(C=C(C=C1)C(NCCN1CCCCC1)=O)NC(=O)C=1C=C2C(=NC1)NC(=C2)C=2C(=NN(C2)C)OC N-(2-fluoro-5-((2-(piperidin-1-yl)ethyl)carbamoyl)phenyl)-2-(3-methoxy-1-methyl-1H-pyrazol-4-yl)-1H-pyrrolo[2,3-b]pyridine-5-carboxamide